2-[(3,3-dimethyl-1-oxo-1,3-dihydro-2-benzofuran-5-yl)amino]-4-{[(1S)-2-hydroxy-1-phenylethyl]amino}-N-(2-methoxyethyl)pyrimidine-5-carboxamide CC1(OC(C2=C1C=C(C=C2)NC2=NC=C(C(=N2)N[C@H](CO)C2=CC=CC=C2)C(=O)NCCOC)=O)C